4-methanesulfonylphenyl-quinolinone CS(=O)(=O)C1=CC=C(C=C1)C=1C(NC2=CC=CC=C2C1)=O